2-hydroxy-5-(3-hydroxy-5-(4-hydroxy-3-carboxyphenylcarbamoyl)benzamido)benzoic acid OC1=C(C(=O)O)C=C(C=C1)NC(C1=CC(=CC(=C1)C(NC1=CC(=C(C=C1)O)C(=O)O)=O)O)=O